N1(C=CC=C1)NC(=S)[S-] 1-pyrroledithiocarbamate